tetra-octadecyl silicate [Si](OCCCCCCCCCCCCCCCCCC)(OCCCCCCCCCCCCCCCCCC)(OCCCCCCCCCCCCCCCCCC)OCCCCCCCCCCCCCCCCCC